1-(thieno[3,2-c]pyridin-2-yl)ethanone S1C(=CC=2C=NC=CC21)C(C)=O